OC1(CC(C1)CN1C(=CC=2C1=NC=CC2)C(=O)[O-])C 1-[(3-Hydroxy-3-methylcyclobutyl)methyl]-1H-pyrrolo[2,3-b]pyridine-2-carboxylate